BrC=1C2=CC=C(C=C2C(=C2C=CC(=CC12)C)Br)C 9,10-dibromo-2,6-dimethylanthracene